3-nitro-2-(phenylamino)benzoic acid [N+](=O)([O-])C=1C(=C(C(=O)O)C=CC1)NC1=CC=CC=C1